(S)-N-(2-(2-cyano-4,4-difluoropyrrolidin-1-yl)-2-oxoethyl)-6-(4-methoxy-3-(3-(piperazin-1-yl)propoxy)phenyl)quinoline-4-carboxamide, 2,2,2-trifluoroacetate salt FC(C(=O)O)(F)F.C(#N)[C@H]1N(CC(C1)(F)F)C(CNC(=O)C1=CC=NC2=CC=C(C=C12)C1=CC(=C(C=C1)OC)OCCCN1CCNCC1)=O